CN1CCC(CC1)C1=NC=2C(=NC=CC2C2CCN(CC2)C=O)N1 [4-[2-(1-methyl-4-piperidyl)-3H-imidazo[4,5-b]pyridin-7-yl]-1-piperidyl]methanone